ClC=1C=C(CN(S(=O)(=O)C2=CC=C(C=C2)NC(=O)NCC2=CC=NC=C2)CC2=CC=C(C=C2)F)C=C(C1)Cl N-(3,5-dichlorobenzyl)-N-(4-fluorobenzyl)-4-(3-(pyridin-4-ylmethyl)ureido)benzenesulfonamide